FCCN1C=C(C=2C1=NC=CC2CC2=CC=C(C=C2)C(F)(F)F)C(=O)NC21CC(C2)(C1)CC(=O)O 2-[3-[[1-(2-fluoroethyl)-4-[[4-(trifluoromethyl)phenyl]methyl]-pyrrolo[2,3-b]pyridine-3-carbonyl]amino]-1-bicyclo[1.1.1]pentanyl]acetic acid